FC1=C(C=CC(=C1)OC1=NN(C=C1)C=1C=NC(=CC1)C)NC1=NC=NC2=CC(=C(C=C12)OC1C[C@H]2CC[C@@H](C1)N2C(C=C)=O)OC 1-((1R,3r,5S)-3-((4-((2-fluoro-4-((1-(6-methylpyridin-3-yl)-1H-pyrazol-3-yl)oxy)phenyl)amino)-7-methoxyquinazolin-6-yl)oxy)-8-azabicyclo[3.2.1]octan-8-yl)prop-2-en-1-one